BrC=1C=C(C=CC1)[C@@H](CO)N(CC1=CC(=CC=C1)C(=O)OC)CC=1C=C(C(=O)OC)C=CC1 methyl 3-[[[(1S)-1-(3-bromophenyl)-2-hydroxy-ethyl]-[(3-methoxycarbonylphenyl)methyl]amino]methyl]benzoate